C(#N)[C@H]1N(CSC1)C(CNC(=O)C1=CC=NC2=CC=C(C=C12)N1C(CC1)(C)C)=O (R)-N-(2-(4-Cyanothiazolidin-3-yl)-2-oxoethyl)-6-(2,2-dimethylazetidin-1-yl)quinoline-4-carboxamide